(E)-3-(2,3-bis(t-butoxycarbonyl)guanidino)propionic acid C(C)(C)(C)OC(=O)/N=C(\NCCC(=O)O)/NC(=O)OC(C)(C)C